p-coumaric acid palmitate C(CCCCCCCCCCCCCCC)(=O)O.C(\C=C\C1=CC=C(C=C1)O)(=O)O